2,2'-dihydroxy-1,1'-binaphthalene OC1=C(C2=CC=CC=C2C=C1)C1=C(C=CC2=CC=CC=C12)O